C(#N)C1=C(C=C(C=C1)C1=NC(=NC2=CC(=C(C=C12)C1=C(C=CC=C1)F)F)N1CCC(CC1)NC(OC(C)(C)C)=O)F Tert-butyl (1-(4-(4-cyano-3-fluorophenyl)-7-fluoro-6-(2-fluorophenyl)quinazolin-2-yl)piperidin-4-yl)carbamate